(3aS,5S,5aR,8aS,8bR)-N-((6-((bis(pyridin-2-ylmethyl)amino)methyl)pyridin-3-yl)methyl)-2,2,7,7-tetramethyltetrahydro-3aH-bis[1,3]dioxolo[4,5-b:4',5'-d]pyran-5-carboxamide FUMARATE C(\C=C\C(=O)O)(=O)O.N1=C(C=CC=C1)CN(CC1=NC=CC=C1)CC1=CC=C(C=N1)CNC(=O)[C@@H]1[C@H]2[C@@H]([C@@H]3[C@@H](O1)OC(O3)(C)C)OC(O2)(C)C